FC=1C(=CC=2C(N3C(NC2C1)C(CC3)C)=O)F 6,7-difluoro-3-methyl-1,2,3,3a,4,9-hexahydropyrrolo[2,1-b]quinazolin-9-one